FC(C1=C(OC2=C1C(C(CC2)CO)=O)C(=O)OCC)F ethyl 3-(difluoromethyl)-5-(hydroxymethyl)-4-oxo-4,5,6,7-tetrahydro-1-benzofuran-2-carboxylate